2-(((2-(dimethylamino)ethyl)amino)methylene)-5-(2-methoxyphenyl)cyclohexane-1,3-dione CN(CCNC=C1C(CC(CC1=O)C1=C(C=CC=C1)OC)=O)C